CN1N=CC(=C1)C1=CC=C2C(=CNC2=C1)C([C@H](C1=CC=CC=C1)NCCC1=CC=C(C=C1)S(=O)(=O)N)=O |r| (S)- and (R)-4-(2-((2-(6-(1-methyl-1H-pyrazol-4-yl)-1H-indol-3-yl)-2-oxo-1-phenylethyl)amino)ethyl)benzenesulfonamide